N-[3-(quinazolin-2-yl)phenyl]prop-2-enamide N1=C(N=CC2=CC=CC=C12)C=1C=C(C=CC1)NC(C=C)=O